1-(4,6-Diisopropylpyrimidin-5-yl)-4-[(2S,5R)-2,5-dimethyl-4-prop-2-enoyl-piperazin-1-yl]-6-fluoro-7-(2-fluorophenyl)pyrido[2,3-d]pyrimidin-2-one C(C)(C)C1=NC=NC(=C1N1C(N=C(C2=C1N=C(C(=C2)F)C2=C(C=CC=C2)F)N2[C@H](CN([C@@H](C2)C)C(C=C)=O)C)=O)C(C)C